hydroxyloxazole OC=1OC=CN1